N-((1S)-1-(4,4-Difluorocyclohexyl)-2-((4-(2-methoxy-1-(4,4,4-trifluorobutanamido)ethyl)pyridin-2-yl)amino)-2-oxoethyl)-1-methyl-1H-imidazole-2-carboxamide FC1(CCC(CC1)[C@@H](C(=O)NC1=NC=CC(=C1)C(COC)NC(CCC(F)(F)F)=O)NC(=O)C=1N(C=CN1)C)F